iso-propyl phenyl ether C1(=CC=CC=C1)OC(C)C